ClC1=C(C(=C(C=C1OC)OC)Cl)NC(=O)CNC1=CC(=NC=N1)NC1=C(C=C(C=C1)N1CCN(CC1)CC)NC(C=C)=O N-[2-[[6-[[[(2,6-dichloro-3,5-dimethoxyphenyl)amino]carbonyl]methylamino]-4-pyrimidinyl]amino]-5-(4-ethyl-1-piperazinyl)phenyl]-2-propenamide